N-(3-aminopropyl)-2-pyrrolidone NCCCN1C(CCC1)=O